N=1C(=O)N2C(NC=C2)=CC1 3,N(4)-ethenocytosine